4-(4-(10-chloroanthracen-9-yl)phenyl)-2,6-diphenylpyrimidine ClC1=C2C=CC=CC2=C(C2=CC=CC=C12)C1=CC=C(C=C1)C1=NC(=NC(=C1)C1=CC=CC=C1)C1=CC=CC=C1